ClC1=CC=CC2=C1NC(=N2)C(=O)N2C(C=1N(CC2)C(=CC1)C)C (7-Chloro-1H-benzo[d]imidazol-2-yl)(1,6-dimethyl-3,4-dihydropyrrolo[1,2-a]pyrazin-2(1H)-yl)methanone